tri-chromium oxide [O-2].[Cr+3].[Cr+3].[Cr+3]